N-(4-amino-1H-pyrazolo[4,3-c]pyridin-7-yl)-2-oxo-2-[rac-(2S,5S)-2-(2-isopropylpyrazol-3-yl)-5-methyl-1-piperidyl]acetamide NC1=NC=C(C2=C1C=NN2)NC(C(N2[C@@H](CC[C@@H](C2)C)C=2N(N=CC2)C(C)C)=O)=O |r|